4-methyl-3,5-heptanediol di-n-butyl-benzoate C(CCC)C=1C(=C(C(=O)OC(CC)C(C(CC)O)C)C=CC1)CCCC